C(CCCCCCCCCCCCCCCCC)C=1C(=C(C=CC1)O)NC(=O)N octadecyl-ureidophenol